N1-([1,1'-biphenyl]-4-yl)-N3,N3-diphenylbenzene-1,3-diamine C1(=CC=C(C=C1)NC1=CC(=CC=C1)N(C1=CC=CC=C1)C1=CC=CC=C1)C1=CC=CC=C1